tert-butyl ((S)-1-(5-((7R,14R)-1-chloro-6-(methyl-d3)-5-oxo-5,6,7,14-tetrahydro-7,14-methanobenzo[f]benzo[4,5]imidazo[1,2-a][1,4]diazocin-11-yl)pyrimidin-2-yl)pyrrolidin-3-yl)carbamate ClC1=CC=CC=2C(N([C@H]3C=4N([C@@H](C21)C3)C3=C(N4)C=CC(=C3)C=3C=NC(=NC3)N3C[C@H](CC3)NC(OC(C)(C)C)=O)C([2H])([2H])[2H])=O